(R/S)-4-[3-(5-Fluoro-2-pyridyl)-1-tetrahydrofuran-3-yl-pyrazol-4-yl]-1H-pyrrolo[2,3-b]pyridine FC=1C=CC(=NC1)C1=NN(C=C1C1=C2C(=NC=C1)NC=C2)[C@H]2COCC2 |r|